(Z)-3-(1-(4-amino-2-fluoro-but-2-en-1-yl)-6-(trifluoromethyl)-1H-benzo[d][1,2,3]triazol-4-yl)-N,N-dimethylbenzenesulfonamide hydrochloride Cl.NC\C=C(\CN1N=NC2=C1C=C(C=C2C=2C=C(C=CC2)S(=O)(=O)N(C)C)C(F)(F)F)/F